(thieno[3,2-c]pyridin-6-yl)piperazine-1-carboxylic acid tert-butyl ester C(C)(C)(C)OC(=O)N1C(CNCC1)C1=CC2=C(C=N1)C=CS2